1-((2R,4S,5R)-5-(chloromethyl)-4-hydroxy-5-(hydroxymethyl)tetrahydrofuran-2-yl)pyrimidine-2,4(1H,3H)-dione dimethyl-5-chlorocarbonylbenzene-1,3-dicarboxylate COC(=O)C1=CC(=CC(=C1)C(=O)Cl)C(=O)OC.ClC[C@]1([C@H](C[C@@H](O1)N1C(NC(C=C1)=O)=O)O)CO